O,O-DIETHYL S-((4-METHOXYPHENYL)(2-((4-METHYLPHENYL)SULFONAMIDO)PHENYL)METHYL) PHOSPHOROTHIOATE P(OCC)(OCC)(SC(C1=C(C=CC=C1)NS(=O)(=O)C1=CC=C(C=C1)C)C1=CC=C(C=C1)OC)=O